Ethyl (E)-4-(4-((4-(tert-butoxycarbonyl) piperazin-1-yl) methyl) phenylamino)-6-(2-(dimethylamino) vinyl)-2-morpholinopyrimidine-5-carboxylate C(C)(C)(C)OC(=O)N1CCN(CC1)CC1=CC=C(C=C1)NC1=NC(=NC(=C1C(=O)OCC)\C=C\N(C)C)N1CCOCC1